(2-aminoethyl)piperidine-4-carboxylic acid tert-butyl ester C(C)(C)(C)OC(=O)C1CCN(CC1)CCN